7-(1-(2,2-difluoroethyl)-1H-pyrazolo[3,4-b]pyrazin-6-yl)-2-(6-(trifluoromethyl)pyridin-3-yl)-2,7-diazaspiro[3.5]nonan-6-one FC(CN1N=CC=2C1=NC(=CN2)N2C(CC1(CN(C1)C=1C=NC(=CC1)C(F)(F)F)CC2)=O)F